NC=1C(=C2C=NN(C2=CC1)C(C)C)N1C[C@@H](CC1)NC(OC(C)(C)C)=O tert-butyl N-[(3R)-1-(5-amino-1-isopropyl-indazol-4-yl)pyrrolidin-3-yl]carbamate